C(C)(C)(C)OC(NCCCC(NS(=O)(=O)C1=CC=C(C=C1)N1N=C(C=C1C1=CC=C(C=C1)C)C(F)(F)F)=O)=O tert-butyl(4-oxo-4-((4-(5-(p-tolyl)-3-(trifluoromethyl)-1H-pyrazol-1-yl)phenyl)sulfonamido)butyl)carbamate